C1(CCC1)OC1=CC=NC2=CC=C(C=C12)OCC12CCC(CC1)(CC2)OCC=2C(=NOC2C2CC2)C2=C(C=NC=C2Cl)Cl 4-Cyclobutoxy-6-((4-((5-cyclopropyl-3-(3,5-dichloropyridin-4-yl)isoxazol-4-yl)methoxy)bicyclo[2.2.2]octan-1-yl)methoxy)chinolin